3-(4-Chlorophenyl)-1-(2-hydroxy-4-methylphenyl)prop-2-en-1-one ClC1=CC=C(C=C1)C=CC(=O)C1=C(C=C(C=C1)C)O